FC(S(=O)(=O)[O-])(F)F.[Cr+2].FC(S(=O)(=O)[O-])(F)F chromium(II) trifluoromethanesulfonate